ClC=1C=C(C=CC1Cl)/C=C/C(=O)C=1C(=CC2=C(C=CC(O2)(C)C)C1O)OC (E)-3-(3,4-dichlorophenyl)-1-(5-hydroxy-7-methoxy-2,2-dimethyl-2H-benzopyran-6-yl)prop-2-en-1-one